C(#N)C=1C=C(C=CC1)N1N=CC=2C1=NC(=NC2NC(=O)C=2SC(=CC2)[N+](=O)[O-])N2C=C(C=C2)C(=O)OC Methyl 1-(1-(3-cyanophenyl)-4-(5-nitrothiophene-2-carboxamido)-1H-pyrazolo[3,4-d]pyrimidin-6-yl)-1H-pyrrole-3-carboxylate